3,8,10-trifluoro-N-hydroxy-6H,11H-chromeno[4,3-b]indole-6-carboxamide FC1=CC=C2C(=C1)OC(C1=C2NC2=C(C=C(C=C12)F)F)C(=O)NO